bis(1,2,2,6,6-pentamethyl-4-piperidyl)-sebacate CN1C(CC(CC1(C)C)OC(CCCCCCCCC(=O)OC1CC(N(C(C1)(C)C)C)(C)C)=O)(C)C